2-amino-6-chloropyridine-3,5-dicarbonitrile NC1=NC(=C(C=C1C#N)C#N)Cl